CO[C@H]1C(OCC1)=O (R)-3-methoxydihydrofuran-2(3H)-one